tert-butyl (S)-4-(3-(3-(aminomethyl)phenyl)-1-(tert-butoxy)-1-oxopropan-2-yl)piperidine-1-carboxylate NCC=1C=C(C=CC1)C[C@H](C(=O)OC(C)(C)C)C1CCN(CC1)C(=O)OC(C)(C)C